(1R,2R)-2-(3-amino-5-chlorophenyl)-N-(6-(((6-cyclopropylimidazo[1,2-a]pyridin-2-yl)methyl)amino)pyrimidin-4-yl)cyclopropane-1-carboxamide NC=1C=C(C=C(C1)Cl)[C@H]1[C@@H](C1)C(=O)NC1=NC=NC(=C1)NCC=1N=C2N(C=C(C=C2)C2CC2)C1